C/C(=C/C(=O)OCC)/CC=1SC=CC1 ethyl (Z)-3-methyl-4-(thiophen-2-yl)but-2-enoate